2-(3-chloro-2-cyclopropyl-5-(difluoromethyl)phenyl)-4,4,5,5-tetramethyl-1,3,2-dioxaborolane ClC=1C(=C(C=C(C1)C(F)F)B1OC(C(O1)(C)C)(C)C)C1CC1